NC(C(=O)O)CCCCC α-amino-n-heptanoic acid